ClC1=CC=C(C=C1)C=1C(CCCC1)N1CC2(C1)CCN(CC2)C2=CC(=C(C(=O)O)C=C2)OC=2C=C1C(=NC2)NC=C1 4-{2-[2-(4-Chlorophenyl)cyclohex-2-en-1-yl]-2,7-diazaspiro[3.5]non-7-yl}-2-(1H-pyrrolo[2,3-b]pyridin-5-yloxy)benzoic acid